(1R,3S,5R)-2-(2-(11-acetyl-3-methylpyrimido[4',5':6,7]cyclohepta[1,2-f]indazol-9(7H)-yl)acetyl)-N-(6-bromo-3-methylpyridin-2-yl)-5-methyl-2-aza-bicyclo[3.1.0]hexane-3-carboxamide C(C)(=O)C1=NN(C=2C=C3C(=CC12)C1=C(C=CC3)N=C(N=C1)C)CC(=O)N1[C@@H]3C[C@@]3(C[C@H]1C(=O)NC1=NC(=CC=C1C)Br)C